5-Chloro-N-((2-(2,6-dioxopiperidin-3-yl)-1-oxoisoindolin-5-yl)methyl)-1H-benzo[d]imidazole-2-Carboxamide ClC1=CC2=C(NC(=N2)C(=O)NCC=2C=C3CN(C(C3=CC2)=O)C2C(NC(CC2)=O)=O)C=C1